C(CCC)[Bi](S[Bi](CCCC)(CCCC)(CCCC)S[Bi](CCCC)(CCCC)(CCCC)CCCC)(CCCC)(CCCC)CCCC bis(tetrabutyl-λ5-bismuthanylsulfanyl)(tributyl)-λ5-bismuthane